FC=1C=C(C=CC1)C1=NN=CS1 5-(3-fluorophenyl)-1,3,4-thiadiazol